N2-(2-(1H-1,2,4-triazol-1-yl)ethyl)-N5-(2-chloro-4-fluorophenyl)biphenyl-2,5-diamine N1(N=CN=C1)CCNC=1C(=CC(=CC1)NC1=C(C=C(C=C1)F)Cl)C1=CC=CC=C1